O=C1NC(CCC1N1C(N(C2=C1C=CC(=C2)[C@H]2C(CN(CC2)C(=O)OC(C)(C)C)(F)F)C)=O)=O tert-butyl (4S)-4-(1-(2,6-dioxopiperidin-3-yl)-3-methyl-2-oxo-2,3-dihydro-1H-benzo[d]imidazol-5-yl)-3,3-difluoropiperidine-1-carboxylate